1-pentenylboric acid C(=CCCC)OB(O)O